4-(2-(oxetan-3-yl)-2,8-diazaspiro[4.5]decan-8-yl)-2-(pyridin-4-yl)pyrido[3,4-d]pyrimidine O1CC(C1)N1CC2(CC1)CCN(CC2)C=2C1=C(N=C(N2)C2=CC=NC=C2)C=NC=C1